(1S,3aR,6aS)-5-(4-fluorobenzyl)-1-methyl-hexahydropyrrolo[3,4-c]pyrrole-2(1H)-carboxylic acid tert-butyl ester C(C)(C)(C)OC(=O)N1[C@H]([C@@H]2CN(C[C@@H]2C1)CC1=CC=C(C=C1)F)C